rac-5-(4-tert-butylphenyl)-2-[1-hydroxy-1-(4-hydroxyphenyl)propan-2-yl]-octahydrocyclopenta[c]pyrrol-5-ol C(C)(C)(C)C1=CC=C(C=C1)C1(CC2C(CN(C2)C(C(C2=CC=C(C=C2)O)O)C)C1)O